3-[(7-cyano-2-formyl-2,3-dihydro-1H-inden-5-yl)oxy]pyrrolidine-1-carboxylic acid tert-butyl ester C(C)(C)(C)OC(=O)N1CC(CC1)OC=1C=C2CC(CC2=C(C1)C#N)C=O